C(C)O[Si](OCC)(OCC)CN1N=CN=N1 2-(triethoxysilylmethyl)-2H-tetrazole